tris(1,10-phenanthroline) ruthenium (II) [Ru+2].N1=CC=CC2=CC=C3C=CC=NC3=C12.N1=CC=CC2=CC=C3C=CC=NC3=C12.N1=CC=CC2=CC=C3C=CC=NC3=C12